CN1CCC2(CC1)CC(C1=CC=C(C=C12)C1=CNC2=NC=C(C=C21)C=2C(=NC=CC2)C)=O 1'-methyl-6-(5-(2-methylpyridin-3-yl)-1H-pyrrolo[2,3-b]pyridin-3-yl)spiro[indene-1,4'-piperidin]-3(2H)-one